FC1(COC2=C1C=C(C=C2)N2N=C(C=C2C)N2CCNCC2)F 1-[1-(3,3-difluoro-2H-benzofuran-5-yl)-5-methyl-pyrazol-3-yl]piperazine